4-bromo-4''-sulfamoyl-[1,1':3',1''-terphenyl]-5'-carboxamide BrC1=CC=C(C=C1)C1=CC(=CC(=C1)C(=O)N)C1=CC=C(C=C1)S(N)(=O)=O